ClC1=NC=C(C(=O)NC=2C=C(C=CC2N2CCN(CC2)C)N2N=NC(=C2)C(=O)[O-])C(=C1)C(F)(F)F 1-(3-(6-chloro-4-(trifluoromethyl)nicotinamido)-4-(4-methylpiperazin-1-yl)phenyl)-1H-1,2,3-triazole-4-carboxylate